2-(2-ethoxyethoxy)ethan-1-ol C(C)OCCOCCO